CC=1N=CN2NC=NC(C21)=O 5-methyl-imidazo[5,1-f][1,2,4]triazine-4(1H)-on